C(C)C=1C(=CC=C2C=C(C=C(C12)C1=C(C=2N=C(N=C(C2C=N1)N1CCOCC(C1)S(=O)(=O)N)OC[C@]12CCCN2C[C@@H](C1)F)F)O)F 4-(7-(8-Ethyl-7-fluoro-3-hydroxynaphthalen-1-yl)-8-fluoro-2-(((2R,7aS)-2-fluorotetrahydro-1H-pyrrolizin-7a(5H)-yl)methoxy)pyrido[4,3-d]pyrimidin-4-yl)-1,4-oxazepane-6-sulfonamide